tert-butyl 4-[3-(3-methyl-2-oxo-1,3-dihydropyrrolo[2,3-b]pyridin-4-yl)phenyl]piperidine-1-carboxylate CC1C(NC2=NC=CC(=C21)C=2C=C(C=CC2)C2CCN(CC2)C(=O)OC(C)(C)C)=O